4-(methoxycarbonyl)benzene tert-butyl-4-(((6-bromopyridin-3-yl)oxy)methyl)piperidine-1-carboxylate C(C)(C)(C)OC(=O)N1CCC(CC1)COC=1C=NC(=CC1)Br.COC(=O)C1=CC=CC=C1